spiro[2.3]hexan-5-ylmethyl ((2-(2,6-dioxopiperidin-3-yl)-3-oxoisoindolin-5-yl)methyl)carbamate O=C1NC(CCC1N1CC2=CC=C(C=C2C1=O)CNC(OCC1CC2(CC2)C1)=O)=O